(2,4-bis(perfluorophenyl)cyclopenta-2,4-dien-1-yl)sodium FC1=C(C(=C(C(=C1F)F)F)F)C=1C(C=C(C1)C1=C(C(=C(C(=C1F)F)F)F)F)[Na]